2-(7-bromo-2,6-dimethylquinolin-3-yl)acetic acid BrC1=C(C=C2C=C(C(=NC2=C1)C)CC(=O)O)C